FC1=NC=2C(=CN(C(C2C=C1)=O)C1=C(C=CC=C1)C)C(C(F)(F)F)C fluoro-6-(o-tolyl)-8-(1,1,1-trifluoropropan-2-yl)-1,6-naphthyridin-5(6H)-one